5-chloro-1,7-dimethylpyrrolo[3,2-b]pyridine-3-carbonitrile ClC1=CC(=C2C(=N1)C(=CN2C)C#N)C